NC1=C(C=CC(=C1)Cl)C1=C(C=CC=C1)C1OCCO1 2-(2'-amino-4'-chloro-[1,1'-biphenyl]-2-yl)-1,3-dioxolane